FC1=C(C(=C(C(=C1F)F)F)F)[B-](C1=C(C(=C(C(=C1F)F)F)F)F)(C1=C(C(=C(C(=C1F)F)F)F)F)C1=C(C(=C(C(=C1F)F)F)F)F.CC(C)(CCC)C1=[O+]C2=C3C(=CC=C2C=C1)C=CC=C3 2-(2-methylpentan-2-yl)benzo[h]Chromen-1-ium tetrakis(perfluorophenyl)borate